C[C@H]1CC[C@@H](N(C1)C(C(=O)NC=1C=C(C=NC1)C(=O)N)=O)C1=NN(C=C1)C1=NNC=C1 |r| Racemic-5-[[2-[(2R,5S)-5-methyl-2-[1-(1H-pyrazol-3-yl)pyrazol-3-yl]-1-piperidyl]-2-oxo-acetyl]amino]pyridine-3-carboxamide